tert-Butyl 2-(3-carbamoyl-4-(2-(methylamino)quinazolin-6-yl)-1H-pyrazol-1-yl)acetate C(N)(=O)C1=NN(C=C1C=1C=C2C=NC(=NC2=CC1)NC)CC(=O)OC(C)(C)C